F[C@@]12[C@@H](CN(CC1)C(=O)O)CNC2=O (3aR,7aR)-7a-fluoro-1-oxooctahydro-5H-pyrrolo[3,4-c]pyridine-5-carboxylic acid